(S)-Allyl (2-(6-(((tert-butyldimethylsilyl)oxy)methyl)-5-azaspiro[2.4]heptane-5-carbonyl)-4-cyclopropyloxy-5-((triisopropylsilyl)oxy)phenyl)carbamate [Si](C)(C)(C(C)(C)C)OC[C@H]1N(CC2(CC2)C1)C(=O)C1=C(C=C(C(=C1)OC1CC1)O[Si](C(C)C)(C(C)C)C(C)C)NC(OCC=C)=O